N1(CCCCC1)C(=O)C1=CC=CC2=C1N=C(O2)C2=CC=NC=C2 piperidine-1-carbonylpyridin-4-ylbenzo[d]oxazol